N1N=CC(=C1)/C=C/C=1C=C2C=NC(=NC2=CC1)N(C1CCNCC1)C (E)-6-(2-(1H-pyrazol-4-yl)vinyl)-N-methyl-N-(piperidin-4-yl)quinazolin-2-amine